CN1C(N(CC2=C1C=C(N=C2)NC2=NC=C(C=C2)N2CCN(CC2)C)C2CCN(C1=CC=CC=C21)C(C=C)=O)=O 1-methyl-7-[[5-(4-methylpiperazin-1-yl)-2-pyridinyl]amino]-3-(1-prop-2-enoyl-3,4-dihydro-2H-quinolin-4-yl)-4H-pyrido[4,3-d]pyrimidin-2-one